(±)-N-(3-Bromo-2-fluorophenyl)-7-[(4-methylpiperazin-1-yl)methyl]-7,8-dihydro[1,4]dioxino[2,3-g]quinazolin-4-amine BrC=1C(=C(C=CC1)NC1=NC=NC2=CC3=C(C=C12)O[C@@H](CO3)CN3CCN(CC3)C)F |r|